C(#N)C(C(=O)N1C[C@@H](CCC1)NC(N[C@@H](CC1=CC=CC=C1)B(O)O)=O)=CC(C)(C)N1CC(CC1)(F)F ((R)-1-(3-((R)-1-(2-cyano-4-(3,3-difluoropyrrolidin-1-yl)-4-methylpent-2-enoyl)piperidin-3-yl)ureido)-2-phenylethyl)boronic acid